ClC=1C=C(C=CC1)C(=O)N1CC(/C(/CC1)=C/C#CC=1OC(=CC1)CO)(C)C (3-chlorophenyl)[(4E)-4-[3-[5-(hydroxymethyl)furan-2-yl]prop-2-yn-1-ylidene]-3,3-dimethylpiperidin-1-yl]methanone